N1N=CC(=C1)CCNC1=NC(=NC(=C1C)C)C(=O)N[C@H](C)C1=COC2=C1C=CC=C2 (R)-4-((2-(1H-pyrazol-4-yl)ethyl)amino)-N-(1-(benzofuran-3-yl)ethyl)-5,6-dimethylpyrimidine-2-carboxamide